[B].[Sn] tin-boron